N1(C2=C(OCCC1)N=C1C(=C2)C=CN1)C1=C(C(=O)NS(=O)(=O)C2=CC(=C(C=C2)NCC2CC(C2)(OC)CF)[N+](=O)[O-])C=CC=C1 2-(3,4-dihydro-2H-pyrrolo[3',2':5,6]pyrido[2,3-b][1,4]oxazepin-1(7H)-yl)-N-((4-((((1r,3r)-3-(fluoromethyl)-3-methoxycyclobutyl)methyl)amino)-3-nitrophenyl)sulfonyl)benzamide